(3R,4R,5R,6R)-6-(Acetoxymethyl)-3-aminotetralin C(C)(=O)OCC=1C=C2C[C@@H](CCC2=CC1)N